trans-linoleyl eleostearate C(CCCCCCCC=CC=CC=CCCCC)(=O)OCCCCCCCC\C=C\C\C=C/CCCCC